2-(1-(1-((6,6-dimethyl-bicyclo[3.1.1]heptan-2-yl)methyl)piperidin-4-yl)-2-oxoindolin-3-yl)acetonitrile CC1(C2CCC(C1C2)CN2CCC(CC2)N2C(C(C1=CC=CC=C21)CC#N)=O)C